5-(trifluoromethyl)pyrazole-4-carboxylic acid FC(C1=C(C=NN1)C(=O)O)(F)F